5-bromo-4-chloro-3-indolyl-pyran BrC=1C(=C(COC1)C=1NC2=CC=CC=C2C1)Cl